6-(2-chloro-6-fluorophenyl)-2-{[2-(2,2-difluoroethyl)-4,4-dimethyl-1,2,3,4-tetrahydroisoquinolin-7-yl]amino}imidazo[1,2-a]pyrimido[5,4-e]pyrimidin-5(6H)-one ClC1=C(C(=CC=C1)F)N1C=2N(C3=C(C1=O)C=NC(=N3)NC3=CC=C1C(CN(CC1=C3)CC(F)F)(C)C)C=CN2